1-[3-(4-fluorophenyl)phenyl]-2-(5-methyl-1,3,4-oxadiazol-2-yl)ethanol FC1=CC=C(C=C1)C=1C=C(C=CC1)C(CC=1OC(=NN1)C)O